2-(4-(2-((tert-butoxycarbonyl)amino)ethyl)-2,3-dioxopiperazine-1-carboxamido)acetic acid C(C)(C)(C)OC(=O)NCCN1C(C(N(CC1)C(=O)NCC(=O)O)=O)=O